N1=CC(=CC=C1)NC=1C=NC=CC1 N-Pyridine-3-ylpyridine-3-amine